(S)-7-Chloro-3-((4-hydroxy-1-(3-phenylbutanoyl)piperidin-4-yl)methyl)quinazolin-4(3H)-one ClC1=CC=C2C(N(C=NC2=C1)CC1(CCN(CC1)C(C[C@H](C)C1=CC=CC=C1)=O)O)=O